ClC1=C(C=O)C=C(C=C1OC)OC 2-chloro-3,5-dimethoxybenzaldehyde